C(#N)C1=CC(=NC=C1)S(=O)(=O)NC1CC(C1)NC1=C2C(=NC=C1C=1SC=C(N1)CO)NC=C2 4-cyano-N-((1s,3s)-3-((5-(4-(hydroxymethyl)thiazol-2-yl)-1H-pyrrolo[2,3-b]pyridin-4-yl)amino)cyclobutyl)pyridine-2-sulfonamide